ClC1=CC=C(C=C1)C(C(N1CCC2=CC=C(C=C12)OC(F)(F)F)=O)NC=1C=C(OC[C@H]2[C@@H](C2)C(=O)OC)C=C(C1)OC |o1:30,31| (1R*,2R*)-methyl 2-((3-((1-(4-chlorophenyl)-2-oxo-2-(6-(trifluoromethoxy)indolin-1-yl)ethyl)amino)-5-methoxyphenoxy)methyl)cyclopropanecarboxylate